C(C)(C)(C)OC(CC[C@@H](C(N)=O)N1C(C2=C(C=C(C(=C2C1)F)[C@@H]1[C@@H](CN(CC1)C(=O)OC(C)(C)C)F)C)=O)=O tert-butyl (3S,4R)-4-{2-[(1S)-4-(tert-butoxy)-1-carbamoyl-4-oxobutyl]-4-fluoro-7-methyl-1-oxo-3H-isoindol-5-yl}-3-fluoropiperidine-1-carboxylate